FC1=C(C(=O)N(C2CCOCC2)C)C=CC(=C1)C1=CC=CN2C1=NC(=CC2=O)C(F)(F)F 2-fluoro-N-methyl-4-(4-oxo-2-(trifluoromethyl)-4H-pyrido[1,2-a]pyrimidin-9-yl)-N-(tetrahydro-2H-pyran-4-yl)benzamide